2,6-bis(2-ethyloxyphenyl)-4-(4-bis(4-methylphenyl)aminophenyl)pyridine C(C)OC1=C(C=CC=C1)C1=NC(=CC(=C1)C1=CC=C(C=C1)N(C1=CC=C(C=C1)C)C1=CC=C(C=C1)C)C1=C(C=CC=C1)OCC